C(=C)C1(OCC(=N1)C)C=C 2-vinyl-4-methyl-(2-vinyl-oxazoline)